CN1CCC(CC1)N(S(N)(=O)=O)C=1C=NN(C1)C 1-methyl-4-[(1-methylpyrazol-4-yl)-sulfamoyl-amino]piperidine